5-(5-(3-benzyl-1-(1-(trifluoromethyl)cyclopropane-1-carbonyl)pyrrolidin-3-yl)-6-methyl-1H-indazol-1-yl)-1-methylpyridin-2(1H)-one C(C1=CC=CC=C1)C1(CN(CC1)C(=O)C1(CC1)C(F)(F)F)C=1C=C2C=NN(C2=CC1C)C=1C=CC(N(C1)C)=O